C1CSS[C@@H]1CCCCC(=O)O The molecule is the (R)-enantiomer of lipoic acid. A vitamin-like, C8 thia fatty acid with anti-oxidant properties. It has a role as a prosthetic group, a nutraceutical and a cofactor. It is a lipoic acid, a member of dithiolanes, a heterocyclic fatty acid and a thia fatty acid. It derives from an octanoic acid. It is a conjugate acid of a (R)-lipoate. It is an enantiomer of a (S)-lipoic acid.